C1=CC=CC=2C3=CC=CC=C3C(C12)COC(=O)N[C@H](C(=O)O)[C@@H](C)C1=CC(=CC2=CC=CC=C12)Cl (2S,3S)-2-((((9H-fluoren-9-yl)methoxy)carbonyl)amino)-3-(3-chloronaphthalen-1-yl)butanoic acid